(1s,3s)-3-(trifluoromethoxy)cyclobutane-1-carboxylic acid phenylmethyl ester C1(=CC=CC=C1)COC(=O)C1CC(C1)OC(F)(F)F